FC(C(C)=O)(C)F 3,3-difluoro-butan-2-one